N-[2-(2,6-dioxopiperidin-3-yl)-1-oxo-2,3-dihydro-1H-isoindol-5-yl]-N-methyl-2-(prop-2-yn-1-yloxy)acetamide O=C1NC(CCC1N1C(C2=CC=C(C=C2C1)N(C(COCC#C)=O)C)=O)=O